B(O)(O)O.CC1=COC2=C1C=C(C=C2)CCC(O)(C)C(C)(C)O (3-methylbenzofuran-5-yl)methylpinacol borate